3-benzoyl-5,7-diethoxy-coumarin C(C1=CC=CC=C1)(=O)C=1C(OC2=CC(=CC(=C2C1)OCC)OCC)=O